3-((7-cyano-2-(3'-(3-(((R)-3-hydroxypyrrolidin-1-yl)methyl)-1,7-naphthyridin-8-ylamino)-2,2'-dimethylbiphenyl-3-yl)benzo[d]oxazol-5-yl)methylamino)cyclopentanecarboxylic acid C(#N)C1=CC(=CC=2N=C(OC21)C=2C(=C(C=CC2)C2=C(C(=CC=C2)NC=2N=CC=C1C=C(C=NC21)CN2C[C@@H](CC2)O)C)C)CNC2CC(CC2)C(=O)O